3-(Cyclobutylamino)-5-(1-piperidyl)benzoic acid C1(CCC1)NC=1C=C(C(=O)O)C=C(C1)N1CCCCC1